5-(2-hydroxyethyl)-3-furaldehyde OCCC1=CC(=CO1)C=O